tert-butyl 4-(4-aminophenyl)piperidine-1-carboxylate NC1=CC=C(C=C1)C1CCN(CC1)C(=O)OC(C)(C)C